4-((3-(5-iodopyridin-2-yl)isoxazol-5-yl)carbamoyl)phenyl acetate C(C)(=O)OC1=CC=C(C=C1)C(NC1=CC(=NO1)C1=NC=C(C=C1)I)=O